C(C)(C)C1=C(C=CC=C1)C1N(C(CN(C1)CC1=CC=CC=2CCCCC12)=O)C1CC2(C1)CCN(CC2)C(=O)OC(C)(C)C tert-butyl 2-(2-(2-isopropylphenyl)-6-oxo-4-((5,6,7,8-tetrahydronaphthalen-1-yl) methyl) piperazin-1-yl)-7-azaspiro[3.5]nonane-7-carboxylate